C1(=CC=CC=C1)CCCN([C@H](CCSC)C(=O)O)C(CCCCCCCCCCCCC)=O (3-phenyl-propyl)-N-tetradecoyl-D-methionine